4-(5-hydroxy-1H-pyrazol-4-yl)-3-methylbenzonitrile OC1=C(C=NN1)C1=C(C=C(C#N)C=C1)C